2-(9,9-dimethyl-7-(piperazin-1-ylmethyl)-9,10-dihydroacridin-2-yl)benzonitrile CC1(C2=CC(=CC=C2NC=2C=CC(=CC12)C1=C(C#N)C=CC=C1)CN1CCNCC1)C